O1CCC(CC1)CC=1C=NC(=NC1)N1CCN(CC1)C(=O)OC(C)(C)C tert-butyl 4-[5-(tetrahydro-2H-pyran-4-ylmethyl)pyrimidin-2-yl]piperazine-1-carboxylate